2-Ethynyl-N-(1-(4-fluorobenzyl)-2-oxopyrrolidin-3-yl)-N-(3-isopropoxy-5-(trifluoromethyl)phenyl)thiazole-4-carboxamide C(#C)C=1SC=C(N1)C(=O)N(C1=CC(=CC(=C1)C(F)(F)F)OC(C)C)C1C(N(CC1)CC1=CC=C(C=C1)F)=O